Phenazine-carboxylic acid C1(=CC=CC2=NC3=CC=CC=C3N=C12)C(=O)O